BrC1=C(C=NC=C1SC1=CC=CC=C1)C 4-bromo-3-methyl-5-(phenylthio)pyridine